3-(4-(pyridin-3-yl)phenyl)hex-4-ynoic acid N1=CC(=CC=C1)C1=CC=C(C=C1)C(CC(=O)O)C#CC